N1C=NC=C1C=1SC=C(N1)C(=O)NC1(CC1)C(F)(F)F 2-(1H-imidazol-5-yl)-N-(1-(trifluoromethyl)cyclopropyl)thiazole-4-carboxamide